1-(5-chloropyrazolo[1,5-a]pyrimidin-7-yl)pyrrolidin-3-ol ClC1=NC=2N(C(=C1)N1CC(CC1)O)N=CC2